2-[5-(4-hydroxy-1-piperidyl)pyrimidin-2-yl]-1,3,3a,4,6,6a-hexahydropyrrolo[3,4-c]pyrrole-5-carboxylate OC1CCN(CC1)C=1C=NC(=NC1)N1CC2CN(CC2C1)C(=O)[O-]